CON=CC1=CC=CC=C1O 6-(methoxyiminomethyl)phenol